Tetracosa-16,19,22-trienoic acid C(CCCCCCCCCCCCCCC=CCC=CCC=CC)(=O)O